(R)-1-(2,4-difluorophenyl)-1-(2-(1,2,3,6-tetrahydropyridin-4-yl)pyrimidin-5-yl)ethanol trifluoroacetate FC(C(=O)O)(F)F.FC1=C(C=CC(=C1)F)[C@](C)(O)C=1C=NC(=NC1)C=1CCNCC1